ClC1=CC(=NC(=C1OC)C)C(C(F)(F)F)=O 1-(4-chloro-5-methoxy-6-methylpyridin-2-yl)-2,2,2-trifluoroethan-1-one